C(C1=CC=C(C=C1)N)C1=CC=C(C=C1)N r-methylenebis(4-aminobenzene)